1-(4-nitrophenyl)-4-(1-(piperidin-4-ylmethyl)piperidin-4-yl)piperazine hydrochloride Cl.[N+](=O)([O-])C1=CC=C(C=C1)N1CCN(CC1)C1CCN(CC1)CC1CCNCC1